O[C@@H](C)[C@H]1NC[C@]2(CC[C@@H]1N2C(=O)OC(C)(C)C)C tert-butyl (1R,4S,5S)-4-[(1S)-1-hydroxyethyl]-1-methyl-3,8-diazabicyclo[3.2.1]octane-8-carboxylate